(E)-2-(6-(2-(3-methoxybenzylidene)hydrazinyl)-2-morpholino-9H-purin-9-yl)-1-(pyridin-2-yl)ethan-1-one COC=1C=C(\C=N\NC2=C3N=CN(C3=NC(=N2)N2CCOCC2)CC(=O)C2=NC=CC=C2)C=CC1